C(C)(C)N1CCN(CC1)C1=CC=C(C=C1)C=1C2=C(SCCC1C1=CC=CC=C1)C=C(C=C2)OC 1-Isopropyl-4-(4-(8-methoxy-4-phenyl-2,3-dihydrobenzo[b]thiepin-5-yl)phenyl)piperazine